FNC1=CC=CC(=C1)C1=NC(=NS1)C fluoro-5-(3-methyl-1,2,4-thiadiazol-5-yl)aniline